N-(2-(3-(4-chlorophenyl)isoxazol-5-yl)ethyl)phthalimide ClC1=CC=C(C=C1)C1=NOC(=C1)CCN1C(C=2C(C1=O)=CC=CC2)=O